C(=O)O.ClC1=C(C=C(C=C1)F)N=C(N)C1=C(C=2N(N=C1)C=CC2)N[C@@H]2C[C@@H](CC2)CN(C)C N'-(2-chloro-5-fluoro-phenyl)-4-[[cis-3-[(dimethylamino)methyl]cyclopentyl]amino]pyrrolo[1,2-b]pyridazine-3-carboxamidine formic acid salt